NC1=CC(=C(C(=O)N)C=C1C([2H])([2H])[2H])F 4-amino-2-fluoro-5-(methyl-d3)benzamide